2-(4-(benzyloxy)phenyl)-1H-indol-5-ol C(C1=CC=CC=C1)OC1=CC=C(C=C1)C=1NC2=CC=C(C=C2C1)O